(3-((4-cyclopropyl-1H-1,2,3-triazol-1-yl)methyl)bicyclo-[1.1.1]pentan-1-yl)(5-(3,5-difluorophenyl)-4,5-dihydro-1H-pyrazol-1-yl)methanone C1(CC1)C=1N=NN(C1)CC12CC(C1)(C2)C(=O)N2N=CCC2C2=CC(=CC(=C2)F)F